2-methyl-2-((2-(6-(3,4-difluorophenethoxy)-1H-indol-1-yl)ethyl)amino)propane-1,3-diol CC(CO)(CO)NCCN1C=CC2=CC=C(C=C12)OCCC1=CC(=C(C=C1)F)F